C12N(CC(C1)C2)C=2C(=NC1=CC(=CC(=C1N2)[C@@H](C)NC2=C(C(=O)O)C=CC=C2)C)C#N (R)-2-((1-(3-(2-azabicyclo[2.1.1]hexan-2-yl)-2-cyano-7-methylquinoxalin-5-yl)ethyl)amino)benzoic acid